(4-(1H-imidazol-2-yl)piperidin-1-yl)(4-(1H-indol-4-yl)phenyl)methanone N1C(=NC=C1)C1CCN(CC1)C(=O)C1=CC=C(C=C1)C1=C2C=CNC2=CC=C1